C(C)(C)N1CCN(CC1)C1=CC=C(C=C1)C1=CCCCC2=C1C=CC(=C2)OC 9-(4-(4-isopropylpiperazin-1-yl)phenyl)-3-methoxy-6,7-dihydro-5H-benzo[7]annulene